3,8-diamino-5-(3-(diethyl(methyl)ammonio)propyl)-6-phenylphenanthridin-5-ium bromide [Br-].NC=1C=CC2=C3C=CC(=CC3=C([N+](=C2C1)CCC[N+](C)(CC)CC)C1=CC=CC=C1)N.[Br-]